NCCCN(CCCCCCCC(=O)OCCCCCCCCC)CCO nonyl 8-((3-aminopropyl)(2-hydroxyethyl)amino)octanoate